N,N'-dimethylguanidine sulfate S(=O)(=O)(O)O.CNC(=N)NC